(1s,3s)-3-{3-[2-chloro-6-(methoxymethoxy)-4-(trifluoromethyl)phenyl]-5-methyl-7H-pyrrolo[2,3-c]pyridazin-7-yl}-1-methylcyclobutanol ClC1=C(C(=CC(=C1)C(F)(F)F)OCOC)C1=CC2=C(N=N1)N(C=C2C)C2CC(C2)(O)C